2-fluoro-4-(6-(2-fluoro-6-(trifluoromethyl)phenyl)-2-(4-(methylamino)piperidin-1-yl)quinazolin-4-yl)benzonitrile FC1=C(C#N)C=CC(=C1)C1=NC(=NC2=CC=C(C=C12)C1=C(C=CC=C1C(F)(F)F)F)N1CCC(CC1)NC